sodium 1,3-dimethyl 5-sulfoisophthalate S(=O)(=O)(O)C=1C=C(C=C(C(=O)OC)C1)C(=O)OC.[Na]